CC1(OB(OC1(C)C)C1=CC=CC=C1)C (4,4,5,5-Tetramethyl-1,3,2-dioxa-borolan-2-yl)benzene